N-(4-(6-fluoro-3,4-dihydroisoquinolin-2(1H)-yl)-2-methyl-6-((Methyl-d3)thio)phenyl)-3,3-dimethylbutanamide FC=1C=C2CCN(CC2=CC1)C1=CC(=C(C(=C1)SC([2H])([2H])[2H])NC(CC(C)(C)C)=O)C